Methyl-((R)-1-(3-(4-cyano-3-(trifluoromethyl)phenyl)-2-(trifluoromethyl)oxazolidin-5-carbonyl)pyrrolidin-3-yl)carbamat COC(N[C@H]1CN(CC1)C(=O)C1CN(C(O1)C(F)(F)F)C1=CC(=C(C=C1)C#N)C(F)(F)F)=O